1-amino-4-(2-methoxyethyl)-aminobenzene NC1=C(C=C(C=C1)CCOC)N